(2S,4R)-1-[2-(1,4-dimethyl-5-oxo-4,5-dihydro-1H-1,2,4-triazol-3-yl)acetyl]-4-fluoro-N-[(S)-[6-fluoro-5-(propan-2-yl)pyridin-2-yl](phenyl)methyl]pyrrolidine-2-carboxamide CN1N=C(N(C1=O)C)CC(=O)N1[C@@H](C[C@H](C1)F)C(=O)N[C@@H](C1=CC=CC=C1)C1=NC(=C(C=C1)C(C)C)F